FC1=C(C=CC(=C1F)OC)C1=CN=C2N1C=CN=C2NC2=CC(=C(C=C2)C(=O)N2CCN(CC2)C(=O)[C@@H]2NCC[C@@H]2O)C [4-[[3-(2,3-difluoro-4-methoxyphenyl)imidazo[1,2-a]pyrazin-8-yl]amino]-2-methylphenyl]-[4-[(2R,3S)-3-hydroxypyrrolidine-2-carbonyl]piperazin-yl]methanone